(S)-1-(3-((4-(dimethylamino)-6-((5-(2-phenyl-2H-tetrazol-5-yl)thiazol-2-yl)amino)pyridin-2-yl)amino)piperidin-1-yl)prop-2-en-1-one CN(C1=CC(=NC(=C1)NC=1SC(=CN1)C=1N=NN(N1)C1=CC=CC=C1)N[C@@H]1CN(CCC1)C(C=C)=O)C